tert-butyl 10-(((2-((trimethylsilyl)oxy)ethyl)amino)methyl)-7-azaspiro[4.5]decane-7-carboxylate C[Si](OCCNCC1CCN(CC12CCCC2)C(=O)OC(C)(C)C)(C)C